COC1=CC=2N(C=C1C(=O)NC1=NC=CC=C1)C=C(N2)C21CC(C2)(C1)OC 7-methoxy-2-(3-methoxy-1-bicyclo[1.1.1]pentyl)-N-(2-pyridinyl)imidazo[1,2-a]pyridine-6-carboxamide